N-(4-(2-((methyl-d3)amino)quinolin-6-yl)-5,6,7,8-tetrahydroisoquinolin-8-yl)propanamide C([2H])([2H])([2H])NC1=NC2=CC=C(C=C2C=C1)C1=CN=CC=2C(CCCC12)NC(CC)=O